(R)-6-chloro-3-((1-(3,6-dimethyl-2-(1-methyl-1H-pyrazol-4-yl)-4-oxo-3,4-dihydroquinazolin-8-yl)ethyl)amino)-N-(methylsulfonyl)picolinamide ClC1=CC=C(C(=N1)C(=O)NS(=O)(=O)C)N[C@H](C)C=1C=C(C=C2C(N(C(=NC12)C=1C=NN(C1)C)C)=O)C